[Br-].N1C(N=CC=C1)=O pyrimidone bromide